{2-[(tert-butoxycarbonyl)amino]-1,3-thiazol-4-yl}(oxo)acetic acid C(C)(C)(C)OC(=O)NC=1SC=C(N1)C(C(=O)O)=O